sulfur chloride S(Cl)Cl